FC(C1[C@@H](NCC1)C(=O)N)(F)F 3-(trifluoromethyl)-D-prolinamide